tert-butyl 1-[(6-amino-4,7-difluoro-2-methoxycarbonyl-indan-5-yl)carbamoyl]-2-azabicyclo[2.1.1]hexane-2-carboxylate NC1=C(C(=C2CC(CC2=C1F)C(=O)OC)F)NC(=O)C12N(CC(C1)C2)C(=O)OC(C)(C)C